C(C)C1(C=O)CC(=CC(=C1)CC)CC 1,3,5-triethyl-benzaldehyde